NC=1C=CC(=NC1)N1N=C(C(=C1)C1=CN=C(N1C)C(=O)NC1=CC(=C(C=C1)C(NCC1CCN(CC1)C(=O)C1CCNCC1)=O)Cl)C(F)(F)F 5-[1-(5-amino-2-pyridyl)-3-(trifluoromethyl)pyrazol-4-yl]-N-[3-chloro-4-[[1-(piperidine-4-carbonyl)-4-piperidyl]methylcarbamoyl]phenyl]-1-methylimidazole-2-carboxamide